(4-amino-1-methyl-1H-pyrazolo[4,3-c][1,7]naphthyridin-8-yl)((4aS,9aR)-7-(trifluoromethoxy)-2,3,9,9a-tetrahydroindeno[2,1-b][1,4]oxazin-4(4aH)-yl)methanone NC1=NC=2C=NC(=CC2C2=C1C=NN2C)C(=O)N2[C@@H]1[C@H](OCC2)CC=2C=C(C=CC21)OC(F)(F)F